NC=1C2=C(N(C(N1)=O)C=1C(=NC=CC1)C)N=C(C(=C2)F)C2CC2 4-amino-7-cyclopropyl-6-fluoro-1-(2-methylpyridin-3-yl)pyrido[2,3-d]pyrimidin-2(1H)-one